C(CC(=C)C)C(CC(C)C)OC(CC(C)C)CCC(=C)C trans-isopentenyl-3-methylbutylether